4-((5-chloro-[1,2,4]triazolo[1,5-a]pyridin-7-yl)oxy)-3-methylaniline ClC1=CC(=CC=2N1N=CN2)OC2=C(C=C(N)C=C2)C